FC1=C(CN2C=C(C3=CC(=CC=C23)C2=CC(=NO2)C(=O)O)C#N)C=CC=C1 5-(N-o-fluorobenzyl-3-cyanoindol-5-yl)isoxazole-3-carboxylic acid